4-(Piperazin-1-yl)-N-(quinoxalin-6-ylmethyl)quinolin-3-amine N1(CCNCC1)C1=C(C=NC2=CC=CC=C12)NCC=1C=C2N=CC=NC2=CC1